BrCC(F)(F)N1N=C(C=C1)N 1-(2-bromo-1,1-difluoroethyl)-1H-pyrazol-3-amine